CC(=O)N[C@@H]1[C@H](C[C@@](O[C@H]1[C@@H]([C@@H](CO)O)O)(C(=O)O)O[C@H]2[C@H]([C@H](O[C@H]([C@@H]2O)O[C@H]3[C@H]([C@H](OC([C@@H]3NC(=O)C)O)CO[C@H]4[C@@H]([C@H]([C@@H]([C@H](O4)CO)O)O)NC(=O)C)O)CO)O)O The molecule is a amino tetrasaccharide comprising D-GalNAc having a beta-D-GlcNAc residue at the 6-position and a alpha-Neu5Ac-(2->3)-beta-D-Gal residue at the 3-position. It is an amino tetrasaccharide and a glucosamine oligosaccharide.